C(C)(C)(C)NC(=O)NC=1C(=CC2=C(N=C(N=C2)S(=O)(=O)C)N1)C1=CC(=CC(=C1)OC)OC 1-(Tert-butyl)-3-(6-(3,5-dimethoxyphenyl)-2-(methylsulfonyl)pyrido[2,3-d]pyrimidin-7-yl)urea